FC(C1CN(C1)C1=CC=C(C=N1)C1CN(C1)C(=O)N1CC2(C1)CC(C2)C=2C=NC(=CC2)C(F)(F)F)(F)F [3-[6-[3-(trifluoromethyl)azetidin-1-yl]-3-pyridyl]azetidin-1-yl]-[6-[6-(trifluoromethyl)-3-pyridyl]-2-azaspiro[3.3]heptan-2-yl]methanone